6-acetyl-4-(4-fluorobenzyl)-8,8-dimethyl-2-(3-oxocyclobutyl)-2,6,7,8-tetrahydro-1H-pyrrolo[2,3-e][1,2,4]triazolo[4,3-a]pyridin-1-one C(C)(=O)N1CC(C2=C1C=C(C=1N2C(N(N1)C1CC(C1)=O)=O)CC1=CC=C(C=C1)F)(C)C